ClCC1=NC(=NO1)CC(O)([2H])C1=CC=C(C=C1)Cl 2-[5-(chloromethyl)-1,2,4-oxadiazol-3-yl]-1-(4-chlorophenyl)(1-2H)ethanol